5,5'-heptamethylenebis(1,2,3,4-tetrazole) N1N=NN=C1CCCCCCCC1=NN=NN1